CC1=CC=C(C=C1)S(=O)(=O)O.N12CCCCCC2=NCCC1 1,8-diazabicyclo[5.4.0]-undec-7-ene p-toluenesulfonate